CC1=NC2=CC=CC=C2C(=C1)C(CCC)=O 1-(2-methyl-4-quinolinyl)-1-butanone